C1(=CC=CC=C1)C1=NC(=CC(=C1)C1=CC=C(C=C1)N(C1=CC=CC=C1)C1=CC=CC=C1)C1=CC=CC=C1 2,6-diphenyl-4-(4-diphenylaminophenyl)pyridine